NCCN(C)CC=1OC(OC1C)=O 4-(((2-aminoethyl)(methyl)amino)methyl)-5-methyl-1,3-dioxol-2-one